ClC=1C(=NC(=NC1)NCC1=CC(=CC=C1)COC(C)C)NC(C1=C(C=CC=C1)F)(F)F 5-Chloro-N2-[3-(isopropoxymethyl)benzyl]-N4-(trifluorobenzyl)pyrimidine-2,4-diamine